2-(piperidin-4-yl)-3-((5-(trifluoromethyl)pyridin-2-yl)oxy)pyrazine N1CCC(CC1)C1=NC=CN=C1OC1=NC=C(C=C1)C(F)(F)F